indolecarboxate hemihydrate O.N1C(=CC2=CC=CC=C12)C(=O)O.N1C(=CC2=CC=CC=C12)C(=O)O